N[C@@H](C)C(=O)N1C(OC[C@H]1C(=O)N[C@@]1(CN(CCC1)C([C@@H](CC(=O)OC)[C@@H]1CCC2=CC=CC=C12)=O)CC1=CC=C(C=C1)Cl)(C)C Methyl (S)-4-((R)-3-((S)-3-(L-alanyl)-2,2-dimethyl-oxazolidine-4-carboxamido)-3-(4-chlorobenzyl) piperidin-1-yl)-3-((S)-2,3-dihydro-1H-inden-1-yl)-4-oxobutanoate